methyl 1-(6-(cyclohexylideneamino) hexyl)-5-oxopyrrolidine-3-carboxylate C1(CCCCC1)=NCCCCCCN1CC(CC1=O)C(=O)OC